2-(2-Chlorophenyl)-N-{4-[2-(2-hydroxypropan-2-yl)-1,3-thiazol-5-yl]-3-sulfamoylphenyl}acetamide ClC1=C(C=CC=C1)CC(=O)NC1=CC(=C(C=C1)C1=CN=C(S1)C(C)(C)O)S(N)(=O)=O